CN1N=NN(C1=O)CCC1=CC=C(C=C1)C1=NOC(=N1)C(F)(F)F 1-methyl-4-[2-[4-[5-(trifluoromethyl)-1,2,4-oxadiazol-3-yl]phenyl]ethyl]tetrazol-5-one